1-(6-(2-aminothiazolo[4,5-b]pyridin-6-yl)pyridin-3-yl)cyclopropane-1-carbonitrile NC=1SC=2C(=NC=C(C2)C2=CC=C(C=N2)C2(CC2)C#N)N1